FC1=CC=C(C=C1)C=1C=C2C(=NC=NC2=C(C1)OC)NCC1CCOCC1 6-(4-fluorophenyl)-8-methoxy-N-((tetrahydro-2H-pyran-4-yl)methyl)quinazolin-4-amine